2-bromo-4,6-difluoro-3-methyl-aniline BrC1=C(N)C(=CC(=C1C)F)F